C1(=CCCCC1)C1=CC=CC=2C(=NOC21)N(S(=O)(=O)C2=C(C=CC(=C2)CC)OC)CC2=C(C=C(C=C2)OC)OC N-(7-(cyclohex-1-en-1-yl)benzo[d]isoxazol-3-yl)-N-(2,4-dimethoxybenzyl)-5-ethyl-2-methoxybenzenesulfonamide